COC(=O)N1CCC2(CC1)CC(C1=CC(=CC=C12)Br)OC1=C(C=CC(=C1)C)CC(=O)OCC 5-bromo-3-(2-(2-ethoxy-2-oxoethyl)-5-methylphenoxy)-2,3-dihydrospiro[indene-1,4'-piperidine]-1'-carboxylic acid methyl ester